FC1(OC2=C(O1)C=CC(=C2)[C@H](C)NC=2C=C(C=CC2F)N2N=C(C=1CCC[C@H](C21)NC21CC(C2)(C1)C(=O)O)C(F)(F)F)F 3-[[(7R)-1-[3-[[(1S)-1-(2,2-difluoro-1,3-benzodioxol-5-yl)ethyl]amino]-4-fluoro-phenyl]-3-(trifluoromethyl)-4,5,6,7-tetrahydroindazol-7-yl]amino]bicyclo[1.1.1]pentane-1-carboxylic acid